5'-amino-5'-deoxy-3,4,5,6-tetrahydrouridine NC[C@@H]1[C@H]([C@H]([C@@H](O1)N1C(=O)NC(=O)CC1)O)O